pentyl neodecanoate C(CCCCCC(C)(C)C)(=O)OCCCCC